4-oxo-3,4-dihydrothieno[3,2-d]pyrimidin O=C1C2=C(N=CN1)C=CS2